(S)-1-(2-methyl-2-((3-(4-phenoxyphenyl)-1H-pyrazolo[3,4-d]pyrimidin-1-yl)methyl)pyrrolidin-1-yl)prop-2-en-1-one isopropyl-4-amino-3,5,6-trichloropicolinate C(C)(C)OC(C1=NC(=C(C(=C1Cl)N)Cl)Cl)=O.C[C@@]1(N(CCC1)C(C=C)=O)CN1N=C(C=2C1=NC=NC2)C2=CC=C(C=C2)OC2=CC=CC=C2